C1(CC1)N=S1CCNCC2=C1C=CC=C2 1-(cyclopropylimino)-2,3,4,5-tetrahydro-1H-1λ4-benzo[f][1,4]thiazepine